C(C)SC1=NC(=CC(=C1C(=O)NCC1=CC(=CC=C1)F)C)N1CCC(CC1)O 2-Ethylsulfanyl-N-[(3-fluorophenyl)-methyl]-6-(4-hydroxy-piperidin-1-yl)-4-methyl-pyridine-3-carboxylic acid amide